CN(C1CCN(CC1)C1=CC(=C(C=C1)C=1C(=NC(=NC1)N)NC=1C=CC=C2CCCN(C12)S(=O)(=O)C)OC)C (4-(4-(dimethylamino)piperidin-1-yl)-2-methoxyphenyl)-N4-(1-(methylsulfonyl)-1,2,3,4-tetrahydroquinolin-8-yl)pyrimidine-2,4-diamine